N-(3,5-Dichloropyridin-4-yl)-4-(difluoromethoxy)-3-((9-(4-(2-(2,6-dioxo-piperidin-3-yl)-6-fluoro-1-oxoisoindolin-4-yl)piperidin-1-yl)nonyl)oxy)benzamide ClC=1C=NC=C(C1NC(C1=CC(=C(C=C1)OC(F)F)OCCCCCCCCCN1CCC(CC1)C1=C2CN(C(C2=CC(=C1)F)=O)C1C(NC(CC1)=O)=O)=O)Cl